2-chloro-3-cyano-4-methylpyridine 1-oxide ClC1=[N+](C=CC(=C1C#N)C)[O-]